C(C)S(=O)(=O)C1=CC(=C(OC2=CC(=C(C=C2)CCC2CCN(CC2)C(=O)OC(C)(C)C)F)C=C1)C1=CN(C(C2=CC=CC=C12)=O)C tert-butyl 4-[2-[4-[4-ethylsulfonyl-2-(2-methyl-1-oxo-4-isoquinolyl)phenoxy]-2-fluoro-phenyl]ethyl]piperidine-1-carboxylate